COC1=C(C=C(C(=C1)OC)[N+](=O)[O-])NC1=NC=C(C(=N1)NC=1C=C(C=CC1OC)CC(=O)N)OC (3-((2-((2,4-dimethoxy-5-nitrophenyl)amino)-5-methoxypyrimidin-4-yl)amino)-4-methoxyphenyl)acetamide